(E)-3-(4-(6-(4-Aminopiperidin-1-yl)-5-cyano-4-(4-cyano-3-fluorophenyl)pyridin-3-yl)phenyl)-N-hydroxyacrylamide diformate C(=O)O.C(=O)O.NC1CCN(CC1)C1=C(C(=C(C=N1)C1=CC=C(C=C1)/C=C/C(=O)NO)C1=CC(=C(C=C1)C#N)F)C#N